N1C(=CC2=CC=CC=C12)C(=O)N1CC2=C3C(N(CCCN3N=C2CC1)C)=O 4-(1H-indole-2-carbonyl)-13-methyl-4,8,9,13-tetraazatricyclo[7.5.0.02,7]tetradeca-1,7-dien-14-one